O[C@@H]1[C@@H](CN(CC1)C(=O)OC(C)(C)C)C tert-butyl (3R,4S)-4-hydroxy-3-methyl-piperidine-1-carboxylate